C1CC2CC1C3C2C=CC3 dihydrodicyclopentadiene